hexaethyl-6,6',6''-(benzene-1,3,5-triyl)tris(2-isocyanoazulene-1,3-diCarboxylic acid) C(C)C1=C(C2=C(C(=C(C2=CC=C1C=1C=C(C=C(C1)C=1C(=C(C2=C(C(=C(C2=C(C1CC)CC)C(=O)O)[N+]#[C-])C(=O)O)CC)CC)C=1C=CC2=C(C(=C(C2=CC1)C(=O)O)[N+]#[C-])C(=O)O)C(=O)O)[N+]#[C-])C(=O)O)CC